4-(3,4-dichlorophenyl)-1,2,3,4-tetrahydro-1-naphthylamine ClC=1C=C(C=CC1Cl)C1CCC(C2=CC=CC=C12)N